C(C)(=O)C1(NC(NC=C1)=O)N 4-acetylcytosine